C(C)OC(C(=O)C1CSC2=C(C=CC=C2C1=O)Cl)=O 2-(8-chloro-4-oxothiochroman-3-yl)-2-oxoacetic acid ethyl ester